C(C)(=O)OC=1C(OC2=C(C(=C(C=C2C1)F)O)F)=O 3-Acetoxy-6,8-difluoro-7-hydroxycumarin